(4Z)-11,11-diethoxy-4-undecenyltrimethylphosphonium bromide [Br-].C(C)OC(CCCCC\C=C/CCC[P+](C)(C)C)OCC